O=C1NC(CCC1N1C(C2=CC=CC(=C2C1)N(CC(=O)OC(C)(C)C)C)=O)=O tert-Butyl 2-[[2-(2,6-dioxo-3-piperidyl)-1-oxo-isoindolin-4-yl]-methyl-amino]acetate